ClC=1C(=C(C=CC1)NC1=NC=NC2=CC(=C(C=C12)NC(C=C)=O)C#CC1(CN(C1)C)C)F N-(4-((3-chloro-2-fluorophenyl)amino)-7-((1,3-dimethylazetidin-3-yl)ethynyl)quinazolin-6-yl)acrylamide